ClC1=NC=C(C(=C1)C1=NN(C=C1)C)C1CC1 2-chloro-5-cyclopropyl-4-(1-methylpyrazol-3-yl)pyridine